tert.-Butyl-3-{[2-(4-isopropylphenyl)imidazo-[1,2-a]pyridin-3-yl]methyl}-3,8-diazabicyclo[3.2.1]octane-8-carboxylate C(C)(C)(C)OC(=O)N1C2CN(CC1CC2)CC2=C(N=C1N2C=CC=C1)C1=CC=C(C=C1)C(C)C